C1[C@H]2[C@@H]([C@@H](S1)CCCCC(=O)NCCCCCCNC(=O)CCSSC3=CC=CC=N3)NC(=O)N2 N-[6-(Biotinamido)hexyl]-3'-(2'-pyridyldithio)propionamide